3-phenyl-5-((1-(pyridin-3-yl)-1H-pyrrol-3-yl)methylene)thiazolidine-2,4-dione C1(=CC=CC=C1)N1C(SC(C1=O)=CC1=CN(C=C1)C=1C=NC=CC1)=O